C(C)(C)N1C(=NC=C1)C(=O)O.CC1=C(C(=CC(=C1)C)C)S(=O)(=O)N 2,4,6-trimethyl-benzenesulfonamide 1-isopropyl-1H-imidazole-2-carboxylate